N-phenyl-2,3-diphenyl-1,2,4-thiadiazolium-5-amine C1(=CC=CC=C1)NC1=NC(=[N+](S1)C1=CC=CC=C1)C1=CC=CC=C1